(R/S)-2-(4-(4-((1-(hydroxymethyl)cyclobutyl)amino)-5-oxido-6,7-dihydrothieno[3,2-d]pyrimidin-2-yl)phenyl)-2-methylpropionitrile OCC1(CCC1)NC=1C2=C(N=C(N1)C1=CC=C(C=C1)C(C#N)(C)C)CC[S@]2=O |r|